OC=CC=C 1-hydroxy-1,3-butadiene